(S)-(4,4-difluoro-3-(5-(hydroxymethyl)-6-oxo-1,6-dihydropyridin-3-yl)piperidin-1-yl)-N-(5-(4-fluorophenoxy)pyridin-2-yl)propionamide FC1(C(CN(CC1)[C@H](C(=O)NC1=NC=C(C=C1)OC1=CC=C(C=C1)F)C)C1=CNC(C(=C1)CO)=O)F